O=C1N(C(CC1)=O)C(C(=O)O)C(SSC1=NC=CC=C1)C1CCC1.CSC(=S)OCC1CCOCC1 (methylthio)((Oxan-4-yl)methoxy)methanethione 2,5-dioxopyrrolidin-1-yl-3-cyclobutyl-3-(pyridin-2-yldisulfaneyl)propanoate